1,1,4,4-tetramethyl-6-aminotetraline CC1(CCC(C2=CC(=CC=C12)N)(C)C)C